FC(C(CCS(=O)(=O)C)N)(F)F 1,1,1-trifluoro-4-(methylsulfonyl)butan-2-amine